C(C)(=O)OC1=C2C(=CC=C(C2=CC=C1)O)O 5-acetoxy-1,4-dihydroxynaphthalene